C(=O)C=1C=C2C=CC(=NC2=CC1)N1CCC(CC1)N(C(OC(C)(C)C)=O)C tert-butyl (1-(6-formylquinolin-2-yl)piperidin-4-yl)(methyl)carbamate